N=1C=NN2C1C=CC(=C2)C2=CC(=NN2C2=NC(=CC=C2)C)CC(=O)NC2=CC=C(C=C2)N2CCN(CC2)C(C)=O 5-([1,2,4]triazolo[1,5-a]pyridin-6-yl)-N-(4-(4-acetylpiperazin-1-yl)phenyl)-1-(6-methylpyridin-2-yl)-1H-pyrazole-3-carboxyamide